(Z)-3-[tert-butyl-(dimethyl)silyl]oxy-2-diazo-hex-3-enoic acid ethyl ester C(C)OC(C(/C(=C/CC)/O[Si](C)(C)C(C)(C)C)=[N+]=[N-])=O